[Na+].C(S(=O)(=O)[O-])S(=O)(=O)[O-].[Na+] Methanedisulfonic acid sodium salt